C(C)(C)(C)OC(NC1(CCCC12CCC(CC2)C2=NC=C(C=1N2C=CN1)I)C)=O (8-(8-Iodoimidazo[1,2-c]pyrimidin-5-yl)-1-methylspiro[4.5]decan-1-yl)carbamic acid tert-butyl ester